BrC=1C=C(C=NC1)CN1CCN(CC1)C 1-[(5-bromopyridin-3-yl)methyl]-4-methylpiperazine